N-[2-(benzyloxy)-6-(cyclobutyloxy)benzene-1-sulfonyl]-6-(dimethylamino)-1-benzofuran-2-carboxamide C(C1=CC=CC=C1)OC1=C(C(=CC=C1)OC1CCC1)S(=O)(=O)NC(=O)C=1OC2=C(C1)C=CC(=C2)N(C)C